NC1=C(C=C(C=N1)C=1C=C2N(N1)CC[C@]21CN(CC1)C(=O)NC(C)(C)C1=CC=NC=C1)C#N |r| (rac)-2'-(6-amino-5-cyanopyridin-3-yl)-N-[2-(pyridin-4-yl)propan-2-yl]-5',6'-dihydrospiro[pyrrolidine-3,4'-pyrrolo[1,2-b]pyrazole]-1-carboxamide